N1(CCOCC1)CCCN 3-(4-morpholinyl)propylamine